3-chloro-3'-(6-chloropyridazin-4-yl)-2'-methoxy-[1,1'-biphenyl] ClC=1C=C(C=CC1)C1=C(C(=CC=C1)C1=CN=NC(=C1)Cl)OC